BrC1=C(C=CC(=C1)C)NC(=S)NC(=O)C12CC3CC(CC(C1)C3)C2 N-((2-bromo-4-methylphenyl)carbamothioyl)adamantane-1-carboxamide